ClC1=CC=C(CNC(NC2CC3(CC(C3)NC(C3=C(N=CC=C3)C)=O)C2)=O)C=C1 N-(6-(3-(4-chlorobenzyl)ureido)spiro[3.3]heptan-2-yl)-2-methylnicotinamide